tert-butyl R-2-((tert-butoxycarbonyl)amino)-3-iodopropanoate C(C)(C)(C)OC(=O)N[C@H](C(=O)OC(C)(C)C)CI